(3R,5S)-3-((6-aminopyridazin-3-yl)methyl)-5-(trifluoromethyl)pyrrolidin-2-one NC1=CC=C(N=N1)C[C@@H]1C(N[C@@H](C1)C(F)(F)F)=O